ClC=1C=C(NCC=2SC(=CN2)C=2OC(=NN2)C(F)F)C=CC1 3-chloro-N-((5-(5-(difluoromethyl)-1,3,4-oxadiazol-2-yl)thiazol-2-yl)methyl)aniline